1-(1-methylsulfonyl-cyclopropyl)-2-nitro-benzene CS(=O)(=O)C1(CC1)C1=C(C=CC=C1)[N+](=O)[O-]